ClC1=CC(=C2C(=CN(C2=C1F)C=1N=NN(C1)CCO)C=1C=NNC1)NCCCO 3-[[6-chloro-7-fluoro-1-[1-(2-hydroxyethyl)triazol-4-yl]-3-(1H-pyrazol-4-yl)indol-4-yl]amino]propan-1-ol